ClC1=C2C(N(C=NC2=CC=C1)CCC1=CC=NC=C1)=O 5-chloro-3-(2-(pyridin-4-yl)ethyl)quinazolin-4(3H)-one